FC1=C(C=CC(=C1)N1N=CC=C1)NC1=NC=C2C=CC(=NC2=C1)S(=O)(=O)C1CCN(CC1)C(=O)OC(C)(C)C tert-butyl 4-(7-[[2-fluoro-4-(pyrazol-1-yl)phenyl]amino]-1,6-naphthyridin-2-ylsulfonyl)piperidine-1-carboxylate